ClC1=NC(=CC(=C1)[N+](=O)[O-])C1(CC1)F 2-chloro-6-(1-fluorocyclopropyl)-4-nitropyridine